5-methoxy-3-(2-morpholino-2-oxoethyl)-1H-indole-1-carboxylic acid tert-butyl ester C(C)(C)(C)OC(=O)N1C=C(C2=CC(=CC=C12)OC)CC(=O)N1CCOCC1